NC1CN(CC(C1(F)F)C)C1=NC=C(C(=N1)NC=1C=C(C2=C(NC(N2C)=O)C1)OCC(=O)O)F 2-[[6-[[2-(3-amino-4,4-difluoro-5-methyl-1-piperidinyl)-5-fluoro-pyrimidin-4-yl]amino]-3-methyl-2-oxo-1H-benzoimidazol-4-yl]oxy]acetic acid